(carboxy-methyl)lysine C(=O)(O)CN[C@@H](CCCCN)C(=O)O